methyl 1-(methylsulfonyl)-2,3-dihydro-1H-pyrrolo[3,2-b]pyridine-6-carboxylate CS(=O)(=O)N1CCC2=NC=C(C=C21)C(=O)OC